C1(CC1)C[C@@H](C(=O)O)NC(=O)OCC1C2=CC=CC=C2C2=CC=CC=C12 (2S)-3-cyclopropyl-2-(Fmoc-amino)propionic acid